O=O dioxygen